C1(=CC=CC=C1)C=1N2C(C=3C=C(C=CC3C1)C(F)(F)F)=NC1=C2N=C(N=C1C(F)(F)F)C(F)(F)F 6-Phenyl-2,9,11-tris(trifluoromethyl)purino[8,9-a]isoquinoline